(N-ethyl)-2-pyrrolidone C(C)N1C(CCC1)=O